C1(CC1)NC[C@@H]1CN(CC1)C=1N=CC(=NC1)C(=O)NC=1C(=C(C=2N(C1)C=C(N2)C)C)F 5-[(3R)-3-[(cyclopropylamino)methyl]pyrrolidin-1-yl]-N-(7-fluoro-2,8-dimethyl-imidazo[1,2-a]pyridin-6-yl)pyrazine-2-carboxamide